CC1=NC(=C(C(=N1)C(=O)O)C)N1CC=2C=C(C=NC2CC1)C(F)(F)F 2,5-Dimethyl-6-(3-(trifluoromethyl)-7,8-dihydro-1,6-naphthyridin-6(5H)-yl)pyrimidine-4-carboxylic acid